1,4-butanediol bis(3-mercaptobutyrate) SC(CC(=O)OCCCCOC(CC(C)S)=O)C